bicyclo[2.2.2]octane-1-amine C12(CCC(CC1)CC2)N